ClC1=C(C=CC=C1Cl)[N+]#[C-] 2,3-DICHLOROPHENYLISOCYANIDE